N-[2-(Propan-2-yl)-7-({[1-(pyrimidin-2-yl)piperidin-4-yl]oxy}methyl)-4,5,6,7-tetrahydropyrazolo[1,5-a]pyridin-6-yl]methanesulfonamide CC(C)C1=NN2C(CCC(C2COC2CCN(CC2)C2=NC=CC=N2)NS(=O)(=O)C)=C1